C[C@@H]1CCN2N=CC(C3=NNC=4C=CC(C([C@@H](CCC1=O)C)=O)=CC34)=C2 (8R,12R)-8,12-dimethyl-9,13-dioxo-4,5,18,19-tetraazatetracyclo[12.5.2.12,5.017,20]docosa-1(19),2(22),3,14(21),15,17(20)-hexaene